(7S)-2-Benzyl-3-(2-carbamoylethyl)-7-methyl-3H,6H,7H,8H,9H-imidazo[4,5-f]chinolin C(C1=CC=CC=C1)C=1N(C=2C(=C3CC[C@@H](NC3=CC2)C)N1)CCC(N)=O